C1C(CC12CCNCC2)OC2=CC=C(C=C2)C=2C=1C(=C(SC1N1C(=NN=C1C(N2)CC=2OC=CN2)C)C)C 2-[[7-[4-(7-azaspiro[3.5]nonan-2-yloxy)phenyl]-4,5,13-trimethyl-3-thia-1,8,11,12-tetrazatricyclo[8.3.0.02,6]trideca-2(6),4,7,10,12-pentaen-9-yl]methyl]oxazole